C[C@@H]1CN(CCN1C)C=1C=CC(=C(C(=O)N[C@H](C)C2=CC(=NC3=CC=CC=C23)C2=NN(C=C2)C)C1)C 5-((R)-3,4-dimethylpiperazin-1-yl)-2-methyl-N-((R)-1-(2-(1-methyl-1H-pyrazol-3-yl)quinolin-4-yl)ethyl)benzamide